4-Cyclopropyl-N-((S)-(4,4-difluorocyclohexyl)(7-(((S)-4-methyl-2-oxo-4-(trifluoromethyl)imidazolidin-1-yl)methyl)imidazo[1,2-b]pyridazin-2-yl)methyl)-1,2,5-oxadiazole-3-carboxamide C1(CC1)C=1C(=NON1)C(=O)N[C@H](C=1N=C2N(N=CC(=C2)CN2C(N[C@@](C2)(C(F)(F)F)C)=O)C1)C1CCC(CC1)(F)F